N-(5-(1-(4-chlorophenyl)cyclopentane-1-carboxamido)pyridin-2-yl)-3-chlorobenzamide ClC1=CC=C(C=C1)C1(CCCC1)C(=O)NC=1C=CC(=NC1)NC(C1=CC(=CC=C1)Cl)=O